4-butylidene-2,5-furandicarboxylate C(CCC)=C1C=C(OC1C(=O)[O-])C(=O)[O-]